nickel-copper-nickel-chromium [Cr].[Ni].[Cu].[Ni]